COC1=CC(=C(C=C1NC1=NC=NC(=C1)N1OCC[C@@H]1C=1SC=CC1)NC(C=C)=O)N1CCN(CC1)C N-(4-methoxy-2-(4-methylpiperazine-1-yl)-5-((6-((R)-3-(thiophene-2-yl)isoxazolidine-2-yl)pyrimidine-4-yl)amino)phenyl)acrylamide